2-hydroxy-2-methyl-1-(4-tert-butylphenyl)-1-propanone OC(C(=O)C1=CC=C(C=C1)C(C)(C)C)(C)C